C(CCCCC)PC1=C(C=CC=C1)C1=C(C=C(C=C1C(C)C)C(C)C)C(C)C Hexylphosphino-2',4',6'-triisopropyl-1,1'-biphenyl